2-cyano-3,3-Diphenylisooctyl acrylate C(C=C)(=O)OCC(C(CCC(C)C)(C1=CC=CC=C1)C1=CC=CC=C1)C#N